2,6-bis(2-(trifluoromethyl)-9H-carbazol-9-yl)isophthalonitrile FC(C1=CC=2N(C3=CC=CC=C3C2C=C1)C1=C(C#N)C(=CC=C1C#N)N1C2=CC=CC=C2C=2C=CC(=CC12)C(F)(F)F)(F)F